(3-((tert-butyldimethylsilyl)oxy)-5-chlorophenyl)boronic acid [Si](C)(C)(C(C)(C)C)OC=1C=C(C=C(C1)Cl)B(O)O